[Cl-].C(CCCCCCCCCCCCCCCCC)[N+](C)(CCO)CCO octadecyl-bis(2-hydroxyethyl)methyl-ammonium chloride